[Pb].C(=N)N formamidine lead